C(C)(C)(C)C1N2C(C3=CC(=C(C=C3C1)C1=CN=C(S1)C1CC(C1)F)OC)=CC(C(=C2)C(=O)O)=O 6-tert-butyl-9-[2-(3-fluorocyclobutyl)thiazol-5-yl]-10-methoxy-2-oxo-6,7-dihydro-2H-pyrido[2,1-a]isoquinoline-3-carboxylic Acid